ClC=1C(=NC(=NC1)N1CCN(CC(C1)O)C)NC1=CC=2C3=C(C(N(C2C=C1)C)=O)OCC([C@@H](N3)C3CC3)(F)F (2S)-10-((5-Chloro-2-(6-hydroxy-4-methyl-1,4-diazepan-1-yl)pyrimidin-4-yl)amino)-2-cyclopropyl-3,3-difluoro-7-methyl-1,2,3,4-tetrahydro-[1,4]oxazepino[2,3-c]chinolin-6(7H)-on